N-{(2S,3R,4S)-4-fluoro-1-(oxetane-2-carbonyl)-2-[(2,2',5'-trifluoro[1,1-biphenyl]-3-yl)methyl]pyrrolidin-3-yl}methanesulfonamide F[C@@H]1[C@@H]([C@@H](N(C1)C(=O)C1OCC1)CC=1C(=C(C=CC1)C1=C(C=CC(=C1)F)F)F)NS(=O)(=O)C